CN1N=CC(=C1)C=1N=CC=2N(C1)N=CC2N2CCN(CCC2)C(=O)OC(C)(C)C tert-butyl 4-(6-(1-methyl-1H-pyrazol-4-yl)pyrazolo[1,5-a]pyrazin-3-yl)-1,4-diazepane-1-carboxylate